COC(CCCCCCOCC(COCCCCCCCCC1C(C1)CCCCCCCC)N(C)C)=O methyl-7-(2-(dimethylamino)-3-((8-(2-octylcyclopropyl)octyl)oxy)propoxy)heptanoate